NCCCCCCCOC1=CC=C(C[C@@H]2N(CCN(CCN(CCN(C2)CC(=O)O)CC(=O)O)CC(=O)O)CC(=O)O)C=C1 (s)-2,2',2'',2'''-(2-(4-((7-aminoheptyl)oxy)benzyl)-1,4,7,10-tetraazacyclododecane-1,4,7,10-tetrayl)tetraacetic acid